C(C)C1(CN(C(C(=C1O)C(=O)OCC)=O)C)C=1C=NC(=CC1)C(F)(F)F ethyl 3-ethyl-4-hydroxy-1-methyl-6-oxo-3-(6-(trifluoromethyl)pyridin-3-yl)-2H-pyridine-5-carboxylate